(2,5-dichloro-4-methyl-phenyl)boronic acid ClC1=C(C=C(C(=C1)C)Cl)B(O)O